2,2-dimethyl-5-(4-(methylsulfonyl)-2-nitrobenzoyl)-1,3-dioxane-4,6-dione CC1(OC(C(C(O1)=O)C(C1=C(C=C(C=C1)S(=O)(=O)C)[N+](=O)[O-])=O)=O)C